dimethylcetyl-ethoxysilane C[Si](OCC)(CCCCCCCCCCCCCCCC)C